N(=C=O)CN=C=O (isocyanatomethyl) isocyanate